COC=1C(=CC=2C(N1)=NN(C2)C)NC(=O)N2CCC=1C2=NC=CC1C1C[C@@H](N(CC1)C(=O)OC(C)(C)C)C tert-butyl (2S)-4-(1-((6-methoxy-2-methyl-2H-pyrazolo[3,4-b]pyridin-5-yl)carbamoyl)-2,3-dihydro-1H-pyrrolo[2,3-b]pyridin-4-yl)-2-methylpiperidine-1-carboxylate